2,3-bis((13-(3-butyl-3H-diazirin-3-yl)tridecanoyl)oxy)propyl (2-(trimethylammonio)ethyl) phosphate P(=O)(OCC(COC(CCCCCCCCCCCCC1(N=N1)CCCC)=O)OC(CCCCCCCCCCCCC1(N=N1)CCCC)=O)(OCC[N+](C)(C)C)[O-]